2-(3-thienyl)cyclohexanol S1C=C(C=C1)C1C(CCCC1)O